C(=C)C1=CC=C(CC2(C3=CC=CC=C3C=3C=CC=CC23)CC2=CC=C(C=C2)C=C)C=C1 9,9-bis-(4-vinylbenzyl)-9H-fluorene